1-(Isoindolin-5-yl)-N,N-dimethylmethanamine hydrochloride Cl.C1NCC2=CC(=CC=C12)CN(C)C